S1C=NC2=C1C=CC(=C2)NC2=C1C(=NC=C2)SC(=C1)C1C(N(CC1)C(C)O)(C)C (3-(4-(benzo[d]thiazol-5-ylamino)thieno[2,3-B]pyridin-2-yl)-2,2-dimethyl-pyrrolidin-1-yl)ethan-1-ol